N(=C=O)CCC(CCCC(C)(CCCN=C=O)CN=C=O)C 6-(2-isocyanatoethyl)-2-isocyanatomethyl-2-(3-isocyanatopropyl)-heptane